dichloroethyl-(6-(t-butoxy)hexyl)silane ClC(C[SiH2]CCCCCCOC(C)(C)C)Cl